FC(C1(CC1)NC(OCC1=CC=CC=C1)=O)(F)F Benzyl (1-(trifluoromethyl)cyclopropyl)carbamate